C1(CC1)C(C)N1NC=CC1 N-(1-cyclopropylethyl)pyrazoline